ClC=1C=C(C=C(C1)Cl)C=1N=C2N(N=CC(=C2O)C(=O)OCC)C1 ethyl 2-(3,5-dichlorophenyl)-8-hydroxyimidazo[1,2-b]pyridazine-7-carboxylate